2-bromo-6-methoxy-N-[(4-methoxyphenyl)methyl]benzamide BrC1=C(C(=O)NCC2=CC=C(C=C2)OC)C(=CC=C1)OC